C(#N)C(C)N1N=NC(=C1)C(=O)NCC1=CC(=NO1)C1=CC=NC=C1 1-(1-cyanoethyl)-N-((3-(pyridin-4-yl)isoxazol-5-yl)methyl)-1H-1,2,3-triazole-4-carboxamide